4-bromo-5-chloro-1-((2-(trimethylsilyl)ethoxy)methyl)-1H-pyrrolo[2,3-c]pyridine BrC1=C2C(=CN=C1Cl)N(C=C2)COCC[Si](C)(C)C